ClC=1C(=NC(=NC1)NC1=C(C=C(C=C1)N1CCC(CC1)NCCCCCCSC=1C=C2CN(C(C2=CC1)=O)C1C(NC(CC1)=O)=O)OC)NC1=C(C=CC=C1)P(=O)(OC)OC 3-(5-((6-((1-(4-((5-chloro-4-((2-(dimethylphosphono)phenyl)amino)pyrimidin-2-yl)amino)-3-methoxyphenyl)piperidin-4-yl)amino)hexyl)thio)-1-oxoisoindolin-2-yl)piperidine-2,6-dione